BrC=1C=CC(=NC1)C(F)F 5-bromo-2-(difluoromethyl)pyridine